N[C@H]1COCC[C@H]1NC1=NC=C(C(=N1)NC1=CC=C(C=C1)C)C(=O)N 2-(((3R,4R)-3-aminotetrahydro-2H-pyran-4-yl)amino)-4-(p-tolylamino)pyrimidine-5-carboxamide